C(C)(C)(C)C=1C=CC(=C(C1)S(=O)(=O)NC(=O)C1=NC2=CC=CC(=C2C=C1)C=1SC=CN1)OC N-((5-(tert-butyl)-2-methoxyphenyl)sulfonyl)-5-(thiazol-2-yl)quinoline-2-carboxamide